tert-butyl 2-(4-cyclohexyl-2-(2-isopropylphenyl)-6-oxopiperazin-1-yl)-7-azaspiro[3.5]nonane-7-carboxylate C1(CCCCC1)N1CC(N(C(C1)=O)C1CC2(C1)CCN(CC2)C(=O)OC(C)(C)C)C2=C(C=CC=C2)C(C)C